5-Chloropyrimidine-4-amine ClC=1C(=NC=NC1)N